NCC(C(C(C(CN)O)O)O)O 1,6-diaminohexane-2,3,4,5-tetrol